C1=CC(=CC=C1/C=C/C(=O)C2=C(C=C(C=C2)O)O)O[C@H]3[C@@H]([C@H]([C@@H]([C@H](O3)CO)O)O)O The molecule is a monosaccharide derivative that is trans-chalcone substituted by hydroxy groups at positions 2' and 4' and a beta-D-glucopyranosyloxy group at position 4 respectively. It has a role as an antineoplastic agent and a plant metabolite. It is a member of chalcones, a member of resorcinols, a beta-D-glucoside and a monosaccharide derivative. It derives from a trans-chalcone.